1,7-di(hydroxyphenylthio)-3,5-dioxaheptane OC1=C(C=CC=C1)SCCOCOCCSC1=C(C=CC=C1)O